S1C=NC2=C1C=CC(=C2)CN(C(=O)[C@H]2N(CCC2)S(=O)(=O)C2=CC=C(C=C2)OC)C2CCC(CC2)(C)C (S)-1-(4-Methoxy-benzenesulfonyl)-pyrrolidine-2-carboxylic acid benzothiazol-5-ylmethyl-(4,4-dimethyl-cyclohexyl)-amide